1-((7-((R)-3-Cyclohexyl-2-methylpropanoyl)-10-hydroxy-7-azaspiro[4.5]decan-10-yl)methyl)-4-(dimethylamino)-N,N-dimethyl-6-oxo-1,6-dihydropyridin-3-carboxamid C1(CCCCC1)C[C@H](C(=O)N1CC2(CCCC2)C(CC1)(O)CN1C=C(C(=CC1=O)N(C)C)C(=O)N(C)C)C